butyl (5-cyanopyridin-3-yl)carbamate C(#N)C=1C=C(C=NC1)NC(OCCCC)=O